(S)-4-cyclopropyl-3-fluoro-5,8,8-trimethyl-5-(3-(methylsulfonyl)phenyl)-7,8,9,10-tetrahydrobenzo[b][1,8]naphthyridin-6(5H)-one C1(CC1)C=1C=2[C@@](C3=C(NC2N=CC1F)CC(CC3=O)(C)C)(C3=CC(=CC=C3)S(=O)(=O)C)C